Ethyl rac-(1R*,2S*)-2-[(2,4-dimethoxybenzyl)(3-ethoxy-3-oxopropanoyl)amino]cyclopentane-carboxylate COC1=C(CN([C@@H]2[C@@H](CCC2)C(=O)OCC)C(CC(=O)OCC)=O)C=CC(=C1)OC |r|